FC=1C=C(C=CC1C(F)(F)F)C=1CC(CN(C1)CC1=CC=C(C=C1)C(F)(F)F)CC(=O)OCC ethyl 2-(5-(3-fluoro-4-(trifluoromethyl)phenyl)-1-(4-(trifluoromethyl)benzyl)-1,2,3,4-tetrahydropyridin-3-yl)acetate